4-methyl-6-[[(3R)-1-[7-(ethylamino)-5-fluoro-3-methyl-2-oxo-indolin-3-yl]-3-piperidyl]amino]pyridine-3-sulfonyl fluoride CC1=C(C=NC(=C1)N[C@H]1CN(CCC1)C1(C(NC2=C(C=C(C=C12)F)NCC)=O)C)S(=O)(=O)F